C(C)(C)(C)OC(=O)N1C[C@H](N(CC1)C1=CC=C2C(=NN(C2=C1)C)C1C(NC(CC1)=O)=O)C (3R)-4-(3-(2,6-dioxopiperidin-3-yl)-1-methyl-1H-indazol-6-yl)-3-methylpiperazine-1-carboxylic acid tert-butyl ester